Cl.C1NCC12CCC(CC2)NC(=O)N(S(=O)(=O)C)S(=O)(=O)C N-(2-azaspiro[3.5]nonan-7-yl)-N',N'-dimethylsulfonylurea hydrochloride